NC1=CC(=C(C(=N1)C1=C(C2=C(CN3C(CO2)CN(CC3)C(C=C)=O)C=C1C#CC)Cl)C(F)(F)F)C 1-(9-(6-amino-4-methyl-3-(trifluoromethyl)pyridin-2-yl)-10-chloro-8-(prop-1-yn-1-yl)-3,4,12,12a-tetrahydro-6H-benzo[f]pyrazino[2,1-c][1,4]oxazepin-2(1H)-yl)prop-2-en-1-one